6-(2-iodophenyl)imidazo[2,1-b]thiazole IC1=C(C=CC=C1)C=1N=C2SC=CN2C1